ClC1=CC2=C(N=CN(C2=O)CC2(CCN(CC2)CC2=CC=C(C=C2)C)O)N1C1=CC(=C(C=C1)[C@@H]1NC[C@H](OC1)C)C 6-Chloro-3-((4-hydroxy-1-(4-methylbenzyl)piperidin-4-yl)methyl)-7-(3-methyl-4-((3S,6R)-6-methylmorpholin-3-yl)phenyl)-3,7-dihydro-4H-pyrrolo[2,3-d]pyrimidin-4-one